NC1=C2N(C(N(C2=NC=N1)C1=CC=CC=C1)=O)C1=CC=C(CNC(C2=C(C=CC(=C2)F)OC)=O)C=C1 N-(4-(6-amino-8-oxo-9-phenyl-8,9-dihydro-7H-purin-7-yl)benzyl)-5-fluoro-2-methoxybenzamide